N-(3,6-dimethyl-9H-xanthen-9-yl)-6-oxo-2-(trifluoromethyl)-1,6-dihydro-[3,3'-bipyridine]-5-carboxamide CC=1C=CC=2C(C3=CC=C(C=C3OC2C1)C)NC(=O)C1=CC(=C(NC1=O)C(F)(F)F)C=1C=NC=CC1